4-(phenyliminomethyl)phenol C1(=CC=CC=C1)N=CC1=CC=C(C=C1)O